ClC1=C(C=C(C=C1)N1CCN(CC1)C1=CC=C(C=N1)C(C)(C)O)N1N=C2C=CC=CC2=C1C 2-(6-(4-(4-chloro-3-(3-methyl-2H-indazol-2-yl)phenyl)piperazin-1-yl)pyridin-3-yl)propan-2-ol